C(C)(C)(C)C1=CC=C(C=C1)N(C(=O)[C@@H]1N(CCC1)C#N)C(C(=O)NC=1C=NC(=CC1)OC)C=1C=NC=CC1 (2R)-N-(4-tert-butylphenyl)-1-cyano-N-[2-[(6-methoxy-3-pyridyl)amino]-2-oxo-1-(3-pyridyl)ethyl]pyrrolidine-2-carboxamide